racemic-tert-butyl 6-(1-methyl-2-oxo-1,2-dihydropyridin-4-yl)-4-azaspiro[2.4]heptane-4-carboxylate CN1C(C=C(C=C1)[C@@H]1CN(C2(CC2)C1)C(=O)OC(C)(C)C)=O |r|